F[C@@H]1CN(CC[C@@H]1NC1=NN2C(C(=N1)OC)=C(C(=C2)F)C=2C=C1C=CC=NC1=CC2)C(C)=O 1-((3R,4S)-3-fluoro-4-((6-fluoro-4-methoxy-5-(quinolin-6-yl)pyrrolo[2,1-f][1,2,4]triazin-2-yl)amino)piperidin-1-yl)ethan-1-one